(biphenyl-4-yl)-(6-bromo-1,1':4',1''-terphenyl-3-yl)-(9,9-dimethylfluoren-2-yl)amine C1(=CC=C(C=C1)N(C1=CC=2C(C3=CC=CC=C3C2C=C1)(C)C)C=1C=C(C(=CC1)Br)C1=CC=C(C=C1)C1=CC=CC=C1)C1=CC=CC=C1